E-oct-2-enal C(\C=C\CCCCC)=O